2-(4-t-butoxycarbonyl-3-trifluoromethyl-1H-pyrazol-1-yl)benzimidazole C(C)(C)(C)OC(=O)C=1C(=NN(C1)C=1NC2=C(N1)C=CC=C2)C(F)(F)F